CN1C=C(C=2C1=NC=C(C2)NC(C=C)=O)C#CC2=CC=C(C=C2)C(F)(F)F N-(1-Methyl-3-((4-(trifluoromethyl)phenyl)ethynyl)-1H-pyrrolo[2,3-b]pyridin-5-yl)acrylamide